N-(4-(dimethylamino)-3-((1-phenylethyl)carbamoyl)phenyl)-4,4-difluoropiperidine-1-carboxamide CN(C1=C(C=C(C=C1)NC(=O)N1CCC(CC1)(F)F)C(NC(C)C1=CC=CC=C1)=O)C